N-(4-bromophenyl)-3-(cyanomethyl)benzamide BrC1=CC=C(C=C1)NC(C1=CC(=CC=C1)CC#N)=O